6-(5-methyl-1,3,4-thiadiazol-2-yl)pyridine-3-carboxylic acid CC1=NN=C(S1)C1=CC=C(C=N1)C(=O)O